(2S,3R,5R)-3-methyl-7-oxo-3-((E)-(2-(pyrimidine-5-carbonyl)hydrazono)methyl)-4-thia-1-azabicyclo[3.2.0]heptane-2-carboxylic acid 4,4-dioxide C[C@@]1([C@@H](N2C(C[C@H]2S1(=O)=O)=O)C(=O)O)/C=N/NC(=O)C=1C=NC=NC1